4-{5-azaspiro[2.4]heptan-5-ylmethyl}-6-cyclopropyl-N-(3-{3-[(4-methyl-1,2-oxazol-3-yl)methyl]oxetan-3-yl}phenyl)pyridine-2-carboxamide C1CC12CN(CC2)CC2=CC(=NC(=C2)C2CC2)C(=O)NC2=CC(=CC=C2)C2(COC2)CC2=NOC=C2C